CC1(SCC(SC1)(O)C)O 2,5-dimethyl-1,4-dithiane-2,5-diol